4-((3-chlorobenzyl)amino)-6-(3,5-dimethylisoxazol-4-yl)-N-((1-methylazetidin-3-yl)methyl)quinazoline-2-carboxamide ClC=1C=C(CNC2=NC(=NC3=CC=C(C=C23)C=2C(=NOC2C)C)C(=O)NCC2CN(C2)C)C=CC1